ClC1=CC(=CN=N1)N1CCC2(CN3N([C@@H](CC3)C3=CC(=CC(=C3)F)F)C2=O)CC1 (S)-1-(6-chloropyridazin-4-yl)-7'-(3,5-difluorophenyl)dihydro-1'H,3'H,5'H-spiro[piperidine-4,2'-pyrazolo[1,2-a]pyrazol]-1'-one